ClCC1=C(C=C(C=C1)C=1N(C=C(N1)C(F)(F)F)C(C)C)[N+](=O)[O-] 2-(4-(chloromethyl)-3-nitrophenyl)-1-isopropyl-4-(trifluoromethyl)-1H-imidazole